4-(2,5-Diazabicyclo[2.2.2]octan-2-yl)-2-(2,6-dioxopiperidin-3-yl)-5,6-difluoroisoindol C12N(CC(NC1)CC2)C=2C1=CN(C=C1C=C(C2F)F)C2C(NC(CC2)=O)=O